BrC1=CC=C(C=C1)[C@H](C(=O)N1CCN(CC1)C=1C2=C(N=CN1)[C@@H](C[C@H]2C)O)CCNC2CCOCC2 (R)-2-(4-bromophenyl)-1-(4-((5R,7R)-7-hydroxy-5-methyl-6,7-dihydro-5H-cyclopenta[d]pyrimidin-4-yl)piperazin-1-yl)-4-(tetrahydro-2H-pyran-4-ylamino)butan-1-one